CC1=C(OC=2CCC3=CN(N=C3C21)CC2=NC=CC=C2)C(=O)NC[C@@H]2OCC2 8-methyl-N-[(2R)-oxetan-2-ylmethyl]-2-(pyridin-2-ylmethyl)-4,5-dihydro-2H-furo[2,3-g]indazole-7-carboxamide